(R)-((1-(5-bromo-4-cyano-6-methylpyrimidin-2-yl)pyrrolidin-3-yl)methyl)carbamic acid tert-butyl ester C(C)(C)(C)OC(NC[C@@H]1CN(CC1)C1=NC(=C(C(=N1)C#N)Br)C)=O